C(=O)C=1N=CN(C1)C1=NC=C(C(=N1)OC)C#N 2-(4-formyl-1H-imidazol-1-yl)-4-methoxypyrimidine-5-carbonitrile